(R)-3-((3,5-difluoro-4-((6-(trifluoromethyl)pyridin-3-yl)oxy)benzyl)oxy)-7,8,8a,9-tetrahydropyrrolo[1',2':3,4]imidazo[1,2-c]pyrimidin-1(6H)-one FC=1C=C(COC=2C=C3N(C(N2)=O)C[C@@H]2N3CCC2)C=C(C1OC=1C=NC(=CC1)C(F)(F)F)F